1-(tert-butyl) 2-ethyl (S)-4-methyl-3,6-dihydropyridine-1,2(2H)-dicarboxylate CC=1C[C@H](N(CC1)C(=O)OC(C)(C)C)C(=O)OCC